C(C=C)(=O)OCCC[Si](Cl)(Cl)Cl 3-(acryloxy)propyltrichlorosilane